C(C(C)C)C1=C(C(=O)OCC)C=CC=C1 ethyl 2-isobutylbenzoate